N-[1-(7-methylthieno[3,2-d]pyrimidin-4-yl)-4-piperidyl]-N-[(2Z)-3-phenyl-2-propenyl]-2,4-dinitrobenzenesulfonamide CC1=CSC2=C1N=CN=C2N2CCC(CC2)N(S(=O)(=O)C2=C(C=C(C=C2)[N+](=O)[O-])[N+](=O)[O-])C\C=C/C2=CC=CC=C2